N1-((S)-4-methyl-1-oxo-1-(((S)-3-oxo-1-((S)-2-oxopyrrolidin-3-yl)-4-(trifluoromethoxy)butan-2-yl)amino)pentan-2-yl)-N2-(2,2,2-trifluoroethyl)oxalamide CC(C[C@@H](C(N[C@@H](C[C@H]1C(NCC1)=O)C(COC(F)(F)F)=O)=O)NC(C(=O)NCC(F)(F)F)=O)C